FC1=CC=C(C=C1)C1=NN(C(C1C1=CC=NC=C1)(C(=O)OC)C)C1=CC=CC=C1 methyl 3-(4-fluorophenyl)-5-methyl-1-phenyl-4-(pyridin-4-yl)-4,5-dihydro-1H-pyrazole-5-carboxylate